BrC=1C=NN2C1C=C(C=C2)C2=CC(=C(O2)C)C(=O)OC methyl 5-(3-bromopyrazolo[1,5-a]pyridin-5-yl)-2-methyl-furan-3-carboxylate